N(O)=C1C=CC(C=C1)C(C#N)C1=CC=CC=C1 alpha-(4-oximino-2,5-cyclohexadiene-1-yl)phenylacetonitrile